6-cyclopropyl-6,7,8,9-tetrahydro-2H-1,2,5,6-tetraazabenzo[cd]azulene C1(CC1)N1C=2C3=C(NN=C3CCC1)C=CN2